3-(3-phenylpropyl)-5-[(2S)-pyrrolidin-2-yl]-1,2,4-oxadiazole C1(=CC=CC=C1)CCCC1=NOC(=N1)[C@H]1NCCC1